ClC1=CC=C(C=C1)[C@H](C(F)F)N(S(=O)(=O)N1CCOCC1)C (R)-N-(1-(4-chlorophenyl)-2,2-difluoroethyl)-N-methylmorpholine-4-sulfonamide